O=C1NC(CCC1C1=CC=C(C=C1)C1CCN(CC1)CC(=O)N1CCC(CC1)C=1N=C2N(C=C(C(=C2)OC(C)C)NC(=O)C2=NC(=CC=C2)C(F)(F)F)C1)=O N-[2-[1-[2-[4-[4-(2,6-dioxo-3-piperidyl)phenyl]-1-piperidyl]acetyl]-4-piperidyl]-7-isopropoxy-imidazo[1,2-a]pyridin-6-yl]-6-(trifluoromethyl)pyridine-2-carboxamide